3-(1-hydroxyethyl)naphtho[2,3-d]isoxazole-4,9-dione OC(C)C1=NOC2=C1C(C=1C=CC=CC1C2=O)=O